(E)-1,3-dibenzyl-5-methyl-6-styrylpyrimidine-2,4(1H,3H)-dione C(C1=CC=CC=C1)N1C(N(C(C(=C1\C=C\C1=CC=CC=C1)C)=O)CC1=CC=CC=C1)=O